penta-ammonium borate B([O-])([O-])[O-].[NH4+].[NH4+].[NH4+].[NH4+].[NH4+]